6-(4-methoxypyrrolo[2,1-f][1,2,4]triazin-5-yl)-2-methyl-1-(1,2,3-thiadiazol-4-ylmethyl)-1H-imidazo[4,5-b]pyridine COC1=NC=NN2C1=C(C=C2)C=2C=C1C(=NC2)N=C(N1CC=1N=NSC1)C